FC1=C(C(=C(C(=C1OC=1C(=C(C(=C(C(=O)[O-])C1)C1=C(C(=C(C(=C1F)F)F)F)F)OC1=C(C(=C(C(=C1F)F)F)F)F)OC1=C(C(=C(C(=C1F)F)F)F)F)F)F)F)F.C1(=CC=C(C=C1)[S+](C1=CC=CC=C1)C1=CC=C(C=C1)SC1=CC=C(C=C1)C1=CC=CC=C1)C1=CC=CC=C1 [1,1'-biphenyl]-4-yl-[4-(1,1'-biphenyl)-4-ylsulfanylphenyl]phenylsulfonium tetrakis(pentafluorophenyl)gallate